The molecule is an unsaturated fatty acyl-CoA that results from the formal condensation of the thiol group of coenzyme A with the carboxy group of (14Z,17Z,20Z,23Z,26Z)-dotriacontapentaenoic acid. It is an unsaturated fatty acyl-CoA and an ultra-long-chain fatty acyl-CoA. It derives from a (14Z,17Z,20Z,23Z,26Z)-dotriacontapentaenoic acid. It is a conjugate acid of a (14Z,17Z,20Z,23Z,26Z)-dotriacontapentaenoyl-CoA(4-). CCCCC/C=C\\C/C=C\\C/C=C\\C/C=C\\C/C=C\\CCCCCCCCCCCCC(=O)SCCNC(=O)CCNC(=O)[C@@H](C(C)(C)COP(=O)(O)OP(=O)(O)OC[C@@H]1[C@H]([C@H]([C@@H](O1)N2C=NC3=C(N=CN=C32)N)O)OP(=O)(O)O)O